Isopropyl (S)-2-(2-fluoro-6-methyl-4-((R)-3-(trifluoromethyl)morpholino)benzamido)-3-(8-(1-methyl-2,4-dioxo-1,4-dihydropyrido[3,4-d]pyrimidin-3(2H)-yl)quinolin-5-yl)propanoate FC1=C(C(=O)N[C@H](C(=O)OC(C)C)CC2=C3C=CC=NC3=C(C=C2)N2C(N(C3=C(C2=O)C=CN=C3)C)=O)C(=CC(=C1)N1[C@H](COCC1)C(F)(F)F)C